C(N)(OC1CCN(CC1)S(=O)(=O)C1=CC(=CC=C1)OC1CCNCC1)=O (1-((3-(piperidin-4-yloxy) phenyl) sulfonyl) piperidin-4-yl) carbamate